Cl.C(C1=CC=CC=C1)N1NC(CC12CCNCC2)=O 1-benzyl-1,2,8-triazaspiro[4.5]decan-3-one HCl